(R)-4-(3-(2,2-difluoroethyl)azetidine-1-yl)butane FC(CC1CN(C1)CCCC)F